(4-(aminomethyl)-2-(trifluoromethyl)phenyl)-N-(3-(piperidin-1-yl)propyl)benzo[d]imidazo[2,1-b]thiazole-7-carboxamide diformate C(=O)O.C(=O)O.NCC1=CC(=C(C=C1)C=1N=C2SC3=C(N2C1)C=CC(=C3)C(=O)NCCCN3CCCCC3)C(F)(F)F